tert-butyl 4-{5-[({[4-methyl-2-(piperidin-1-yl)phenyl](5-methylfuran-2-yl)methyl}carbamoyl)methyl]pyridin-2-yl}piperazine-1-carboxylate CC1=CC(=C(C=C1)C(C=1OC(=CC1)C)NC(=O)CC=1C=CC(=NC1)N1CCN(CC1)C(=O)OC(C)(C)C)N1CCCCC1